ClC1=C(C=2N=C(N=C(C2C=N1)N1C[C@@](CCC1)(O)C)OCC12CCCN2CCC1)F (R)-1-(7-chloro-8-fluoro-2-((hexahydro-1H-pyrrolizin-7a-yl)methoxy)pyrido[4,3-d]Pyrimidin-4-yl)-3-methylpiperidin-3-ol